ClC1=C(CNC2=C3N=CN(C3=NC(=N2)C=2C=NC=C(C2)Cl)[C@H]2[C@@H]([C@@H]([C@H](O2)C(=O)NC)O)O)C=C(C=C1)C (2S,3S,4R,5R)-5-(6-((2-chloro-5-methylbenzyl)amino)-2-(5-chloropyridin-3-yl)-9H-purin-9-yl)-3,4-dihydroxyl-N-methyltetrahydrofuran-2-formamide